ClC=1C(=NC=C(C1)F)CNC(=O)[C@H]1CCN(C2(CC2)C1)C(=O)C1=NNC(=C1)C1=CC(=NC=C1F)C (S)-N-((3-chloro-5-fluoropyridin-2-yl)methyl)-4-(5-(5-fluoro-2-methylpyridin-4-yl)-1H-pyrazole-3-carbonyl)-4-azaspiro[2.5]Octane-7-carboxamide